CC=1C=NN2C1C1(OCC2CO)CCNCC1 (3'-Methyl-6',7'-dihydrospiro[piperidine-4,4'-pyrazolo[5,1-c][1,4]oxazin]-7'-yl)methanol